6-(2-methoxyethoxy)-4-(6-(4-((6-methoxypyridin-3-yl)methyl)piperazin-1-yl)pyridin-3-yl)pyrazolo[1,5-a]pyridine-3-carbonitrile COCCOC=1C=C(C=2N(C1)N=CC2C#N)C=2C=NC(=CC2)N2CCN(CC2)CC=2C=NC(=CC2)OC